N1-methoxymethyl pseudouridine-5'-Triphosphate P(O)(=O)(OP(=O)(O)OP(=O)(O)O)OC[C@@H]1[C@H]([C@H]([C@@H](O1)C1=CN(C(=O)NC1=O)COC)O)O